C1(=CC=C(C=C1)SCCCCCCCCC(C(=O)O)=C)C1=CC=CC=C1 8-([1,1'-biphenyl]-4-ylthio)octylacrylic acid